(3-(3-(9H-purin-6-yl)pyridin-2-ylamino)-4-methylphenyl)-5-(4-fluorophenyl)thiazole-4-carboxamide N1=CN=C2NC=NC2=C1C=1C(=NC=CC1)NC=1C=C(C=CC1C)C=1SC(=C(N1)C(=O)N)C1=CC=C(C=C1)F